l-guluronic acid O=C[C@@H](O)[C@@H](O)[C@H](O)[C@@H](O)C(=O)O